(3R)-3-({2-[4-(trifluoromethyl)pyridin-2-yl][1,2,4]triazolo[1,5-c]quinazolin-5-yl}amino)piperidin-2-one FC(C1=CC(=NC=C1)C1=NN2C(=NC=3C=CC=CC3C2=N1)N[C@H]1C(NCCC1)=O)(F)F